OC=1C(C=C(C(C1)=O)O)=O 2,5-dihydroxy-p-benzoquinone